C1(=CC=CC=C1)C1=NC2=CC=C(C=C2C=C1C1=CC=CC=C1)NC(=O)NC1CN(CC1)C 1-(2,3-diphenylquinolin-6-yl)-3-(1-methylpyrrolidin-3-yl)urea